C(C)OS(=O)(=O)C1=CC=C(C)C=C1 p-toluenesulfonic acid ethyl ester